C(C)(C)(C)[Si](OC(CC1=CC=CC2=CC=CC(=C12)B1OC(C(O1)(C)C)(C)C)C)(C)C tert-butyldimethyl-((1-(8-(4,4,5,5-tetramethyl-1,3,2-dioxaborolan-2-yl)naphthalen-1-yl)propan-2-yl)oxy)silane